OC1=C(C(NC(=C1)C)=O)[N+](=O)[O-] 4-Hydroxy-6-methyl-3-nitropyridin-2(1H)-one